1-(6-chloro-7-(2-fluorophenyl)quinazolin-4-yl)-N-(2,3,4,5-tetrafluoro-6-(methylsulfonyl)phenyl)azetidin-3-amine ClC=1C=C2C(=NC=NC2=CC1C1=C(C=CC=C1)F)N1CC(C1)NC1=C(C(=C(C(=C1S(=O)(=O)C)F)F)F)F